2-(2-chlorophenyl)ethan-1-amine ClC1=C(C=CC=C1)CCN